1,4-dihydro-4-oxo-3-quinolinecarboxylic acid O=C1C(=CNC2=CC=CC=C12)C(=O)O